C(C)(C)(C)OC(=O)N1CC(C1)C1=CC(=C(N1)C1=NC(=CC=C1OC(F)(F)F)Cl)C(=O)O 5-(1-(tert-butoxycarbonyl)azetidin-3-yl)-2-(6-chloro-3-(trifluoromethoxy)pyridin-2-yl)-1H-pyrrole-3-carboxylic acid